CC(CC)(O)C 1,1-dimethyl-1-propanol